C(C)(C)(C)OC(=O)N1CC(=CC1)C1=CC2=C(N(C(N2C)=O)C2C(NC(CC2)=O)=O)C=C1 3-[1-(2,6-dioxopiperidin-3-yl)-3-methyl-2-oxo-1,3-benzodiazol-5-yl]-2,5-dihydropyrrole-1-carboxylic acid tert-butyl ester